N[S@](=NC(CC=1C(=C2COC(C2=CC1C(C)C)=O)C(C)C)=O)(=O)C1=CN=C(S1)C(C)(C)O (R)-N-(amino(2-(2-hydroxypropan-2-yl)thiazol-5-yl)(oxo)-λ6-sulfaneylidene)-2-(4,6-diisopropyl-1-oxo-1,3-dihydroisobenzofuran-5-yl)acetamide